pyridinediformaldehyde N1=C(C(=CC=C1)C=O)C=O